The molecule is any member of the class of menaquinones that is 2-methyl-1,4-naphthoquinone with an unsaturated isoprenoid chain at the 3-position. It has a role as an Escherichia coli metabolite. CC1=C(C(=O)C2=CC=CC=C2C1=O)CC=C(C)C